S([O-])(O)=O.[Na+].O water sodium bisulfite